5-(2-(4-((2-aminopyrimidin-4-yl)methoxy)phenyl)propan-2-yl)-3-chloro-2-(2-chloroethoxy)benzonitrile NC1=NC=CC(=N1)COC1=CC=C(C=C1)C(C)(C)C=1C=C(C(=C(C#N)C1)OCCCl)Cl